[Si](C)(C)(C(C)(C)C)O[C@H]1C[C@@H](O[C@]1(C(=C)C)CO[Si](C)(C)C(C)(C)C)N1CNCC=C1 1-[(2R,4S,5R)-4-[(tert-butyldimethylsilyl)oxy]-5-{[(tert-butyldimethylsilyl)oxy]methyl}-5-(prop-1-en-2-yl)oxolan-2-yl]-3H-pyrimidine